C[C@H]1COC=2C=3N1C=C(C(C3C=C(C2N2CCN(CC2)C)F)=O)C(=O)O (-)-(S)-3-methyl-9-fluoro-2,3-dihydro-10-(4-methyl-1-piperazinyl)-7-oxo-7H-pyrido[1,2,3-de]-1,4-benzoxazine-6-carboxylic acid